C=CC(C)(S(=O)(=O)O)S(=O)(=O)O.FC1(CC(C1)C1=C(C=C(C=C1)C(NC(=O)C1N(CC(C1)F)C(CC=1OC=C(N1)C(F)(F)F)=O)C1=CC=CC=C1)F)F N-{[4-(3,3-difluorocyclobutyl)-3-fluorophenyl](phenyl)methyl}-4-fluoro-1-{2-[4-(trifluoromethyl)-1,3-oxazol-2-yl]acetyl}pyrrolidine-2-carboxamide methylene-2,2-propanedisulfonate